(3-{[2-(4-Bromophenyl)imidazo[1,2-a]pyridin-3-yl]methyl}-3,8-diazabicyclo[3.2.1]oct-8-yl)-(3-methoxyphenyl)methanon BrC1=CC=C(C=C1)C=1N=C2N(C=CC=C2)C1CN1CC2CCC(C1)N2C(=O)C2=CC(=CC=C2)OC